3-[2-(Dimethylazaniumyl)ethyl]-1H-indol-4-yl phosphate P(=O)(OC1=C2C(=CNC2=CC=C1)CC[NH+](C)C)([O-])[O-]